C(C)(C)(C)OC(=O)N1CCC(CC1)C1=NC(=CC=C1)OCC1=C(C=C(C=C1)C(C)=O)F 4-(6-((4-acetyl-2-Fluoro-benzyl)oxy)pyridin-2-yl)piperidine-1-carboxylic acid tert-butyl ester